(S)-4-((3-chloro-2,2-dimethylpropyl)amino)-6-(((6-fluoro-2-methylpyridin-3-yl)(1-(1-(trifluoromethyl)cyclopropyl)-1H-1,2,3-triazol-4-yl)methyl)amino)quinoline-3,8-dicarbonitrile ClCC(CNC1=C(C=NC2=C(C=C(C=C12)N[C@H](C=1N=NN(C1)C1(CC1)C(F)(F)F)C=1C(=NC(=CC1)F)C)C#N)C#N)(C)C